rac-N-{1-[2-(1-{4-[(3R)-2,6-dioxopiperidin-3-yl]-3-fluorophenyl}piperidin-4-yl)ethyl]piperidin-4-yl}-1-[6-(2-hydroxyphenyl)pyridazin-4-yl]-N-methyl-4-phenylpiperidine-4-carboxamide O=C1NC(CC[C@@H]1C1=C(C=C(C=C1)N1CCC(CC1)CCN1CCC(CC1)N(C(=O)C1(CCN(CC1)C1=CN=NC(=C1)C1=C(C=CC=C1)O)C1=CC=CC=C1)C)F)=O |r|